N(=[N+]=[N-])CCCCC1=C(C=C(C=C1)Cl)Cl 1-(4-azidobutyl)-2,4-dichlorobenzene